exo-5-fluoro-N-[(4-hydroxyphenyl)methyl]-1a,6b-dihydro-1H-cyclopropa[b][1]benzofuran-1-carboxamide FC=1C=CC2=C(C3C(O2)C3C(=O)NCC3=CC=C(C=C3)O)C1